The molecule is a phosphatidylcholine O-30:1 in which the alkyl and acyl groups specified at positions 1 and 2 are tetradecyl and (9Z)-hexadecenoyl respectively. It is a phosphatidylcholine O-30:1 and a 2-acyl-1-alkyl-sn-glycero-3-phosphocholine. It derives from a palmitoleic acid. CCCCCCCCCCCCCCOC[C@H](COP(=O)([O-])OCC[N+](C)(C)C)OC(=O)CCCCCCC/C=C\\CCCCCC